tert-butyl 4-(4-(6-((2-(2,6-dioxopiperidin-3-yl)-1,3-dioxoisoindolin-4-yl)oxy)hexyl)piperazin-1-yl)piperidine-1-carboxylate O=C1NC(CCC1N1C(C2=CC=CC(=C2C1=O)OCCCCCCN1CCN(CC1)C1CCN(CC1)C(=O)OC(C)(C)C)=O)=O